2,5-di([1,1':4',1''-terphenyl]-4-yl)-3,4-bis(4-(6-(4-aminophenyl)naphthalene-2-yl)phenyl)cyclopenta-2,4-dienone C1(=CC=C(C=C1)C=1C(C(=C(C1C1=CC=C(C=C1)C1=CC2=CC=C(C=C2C=C1)C1=CC=C(C=C1)N)C1=CC=C(C=C1)C1=CC2=CC=C(C=C2C=C1)C1=CC=C(C=C1)N)C1=CC=C(C=C1)C1=CC=C(C=C1)C1=CC=CC=C1)=O)C1=CC=C(C=C1)C1=CC=CC=C1